2-benzyl-2-(((2R,3S,4R,5R)-5-(2-chloro-6-(thiophen-2-yl)-9H-purin-9-yl)-3-ethynyl-3,4-dihydroxytetrahydrofuran-2-yl)methoxy)malonic acid C(C1=CC=CC=C1)C(C(=O)O)(C(=O)O)OC[C@H]1O[C@H]([C@@H]([C@@]1(O)C#C)O)N1C2=NC(=NC(=C2N=C1)C=1SC=CC1)Cl